2-(p-trifluoromethylphenoxymethyl)-4-(N-isobutyl-N-piperonyl-aminomethyl)-thiazole FC(C1=CC=C(OCC=2SC=C(N2)CN(CC2=CC=3OCOC3C=C2)CC(C)C)C=C1)(F)F